3-(7-(4-((2,6-diazaspiro[3.3]hept-2-yl)methyl)piperidin-1-yl)-1-methyl-1H-indazol-3-yl)piperidine-2,6-dione C1N(CC12CNC2)CC2CCN(CC2)C=2C=CC=C1C(=NN(C21)C)C2C(NC(CC2)=O)=O